2'-(1-(2-ethyl-2-hydroxybutyl)-6-fluoro-1H-indazol-5-yl)-3-fluoro-[1,1'-biphenyl]-4-carbonitrile C(C)C(CN1N=CC2=CC(=C(C=C12)F)C1=C(C=CC=C1)C1=CC(=C(C=C1)C#N)F)(CC)O